C(C)C(COC(C=1C(C(=O)OCC(CCCC)CC)=CC(C(=O)OCC(CCCC)CC)=CC1)=O)CCCC trimellitic acid tris(2-ethylhexyl) ester